(S)-2-(4-(3-(5-fluoro-4-methylpyridin-3-yl)isoxazolidin-2-carbonyl)piperidin-1-yl)pyrimidine-4-carboxamide FC=1C(=C(C=NC1)[C@H]1N(OCC1)C(=O)C1CCN(CC1)C1=NC=CC(=N1)C(=O)N)C